Phenylsuccinamide C1(=CC=CC=C1)C(C(=O)N)CC(=O)N